N'-benzoyl-4-oxo-1,4-dihydroquinoline-3-carbohydrazide C(C1=CC=CC=C1)(=O)NNC(=O)C1=CNC2=CC=CC=C2C1=O